(±)-N,N-Dimethyl{4-[6-amino-5-(p-chlorophenyl)-4-pyrimidinyl]-1H-pyrazol-1-yl}phenylacetamide CN(C([C@@H](C1=CC=CC=C1)N1N=CC(=C1)C1=NC=NC(=C1C1=CC=C(C=C1)Cl)N)=O)C |r|